COC1=C(C=C(C=C1)NC(=O)NCC1=C2C(=NC=C1)N(C=C2)CC(=O)O)OCCCCC 2-[4-[[(4-methoxy-3-pentoxyphenyl)carbamoylamino]methyl]pyrrolo[2,3-b]pyridin-1-yl]acetic acid